N-ethyl-3-[2-(4-methoxyphenoxy)ethoxy]-N-(pyrazolo[1,5-a]pyrimidin-3-ylmethyl)aniline C(C)N(C1=CC(=CC=C1)OCCOC1=CC=C(C=C1)OC)CC=1C=NN2C1N=CC=C2